ClC=1C=C(C=C(C1OC1=NNC(C(=C1C)C(C)C)=O)Cl)N1N=C(C(NC1=O)=O)C#N 2-(3,5-dichloro-4-((5-isopropyl-4-methyl-6-oxo-1,6-dihydropyridazin-3-yl)oxy)phenyl)-3,5-dioxo-2,3,4,5-tetrahydro-1,2,4-triazine-6-carbonitrile